C(C)C(CC)C1=C(C(=CC=C1)C(CC)CC)N1C(N(C(=C1Cl)Cl)C1=C(C=CC=C1C(CC)CC)C(CC)CC)=[Pd]([N+]1=C(C=CC=C1)C)(Cl)Cl [1,3-bis[2,6-bis(1-ethylpropyl)phenyl]-4,5-dichloroimidazol-2-ylidene]-dichloro-(2-methylpyridin-1-ium-1-yl)palladium